3',3'-diethyl-5-(4-fluorophenyl)-8-hydroxy-2-methyl-7-(trifluoromethyl)-4,5-dihydro-2H-spiro[1lambda6,2,5-benzothiadiazepine-3,1'-cyclobutane]-1,1-dione C(C)C1(CC2(C1)N(S(C1=C(N(C2)C2=CC=C(C=C2)F)C=C(C(=C1)O)C(F)(F)F)(=O)=O)C)CC